FC1=C(C=CC=O)C=C(C=C1)F 2,5-difluorocinnamaldehyde